N-(3-(5-cyclobutyl-1H-pyrrolo[2,3-b]pyridine-3-carbonyl)-2,6-difluorophenyl)propane-1-sulfonamide C1(CCC1)C=1C=C2C(=NC1)NC=C2C(=O)C=2C(=C(C(=CC2)F)NS(=O)(=O)CCC)F